S1C=CC(=C1)N1[NH+]=CN=N1 2-(4-thiophenyl)-2H-tetrazolium